FC(OC1CNCC1)(F)F 3-(trifluoromethoxy)pyrrolidine